NC1=CC(=C(C=C1F)C1=C2C(=NN1C1=C(C=CC=C1CC)CC)C(N(C2)C(=O)OC(C)(C)C)(C)C)F tert-butyl 3-(4-amino-2,5-difluorophenyl)-2-(2,6-diethylphenyl)-6,6-dimethyl-2,6-dihydropyrrolo[3,4-c]pyrazole-5(4H)-carboxylate